3-((3-((S)-3-(4-chlorophenyl)isoxazolidine-2-carbonyl)cyclobutyl)amino)-5-fluorobenzonitrile ClC1=CC=C(C=C1)[C@H]1N(OCC1)C(=O)C1CC(C1)NC=1C=C(C#N)C=C(C1)F